di-tert-butyl-(2,4,6-triisopropylbiphenyl-2-yl)phosphine C(C)(C)(C)P(C1(C(=C(C=C(C1)C(C)C)C(C)C)C1=CC=CC=C1)C(C)C)C(C)(C)C